3-(3-amino-6-chloropyridazin-4-yl)-3,8-diazabicyclo[3.2.1]octane-8-carboxylic acid benzyl ester C(C1=CC=CC=C1)OC(=O)N1C2CN(CC1CC2)C2=C(N=NC(=C2)Cl)N